4-(((tert-butoxycarbonyl) amino) methyl)-4-fluoropiperidine-1-carboxylate C(C)(C)(C)OC(=O)NCC1(CCN(CC1)C(=O)[O-])F